C(CCCCC)C(OC(OCCNCCNCC)=O)CCCCCCCCC(=O)[O-] 12-hexyl-10-oxo-9,11-dioxa-3,6-diazahenicosan-21-oate